FC1=CC2=C(OC(C(N2)=O)(C)C)C(=C1)C#N 6-fluoro-2,2-dimethyl-3-oxo-3,4-dihydro-2H-benzo[b][1,4]Oxazine-8-carbonitrile